isopropylidene(cyclopentadienyl)(fluorenyl)zirconium dichloride [Cl-].[Cl-].C(C)(C)=[Zr+2](C1=CC=CC=2C3=CC=CC=C3CC12)C1C=CC=C1